N-(4-chlorophenethyl)-4-(5-methyl-2-((1-methyl-1H-pyrazol-5-yl)amino)pyrimidin-4-yl)oxazole-2-carboxamide ClC1=CC=C(CCNC(=O)C=2OC=C(N2)C2=NC(=NC=C2C)NC2=CC=NN2C)C=C1